N2-(2-methoxypyridin-5-yl)-5-methyl-N4-(2-oxo-2,3-dihydro-1,3-benzoxazol-5-yl)-2,4-pyrimidinediamine COC1=NC=C(C=C1)NC1=NC=C(C(=N1)NC=1C=CC2=C(NC(O2)=O)C1)C